S(Cl)Cl thiochloride